CC1=C(C=C(C=N1)NC(C1=NC(=CC=C1)C(C(F)(F)F)O)=O)C=1C=NC2=CC(=NC=C2C1)NC N-(6-methyl-5-(7-(methylamino)-1,6-naphthyridin-3-yl)pyridin-3-yl)-6-(2,2,2-trifluoro-1-hydroxyethyl)picolinamide